3-(azepan-1-yl-4-(4-propylpiperazine-1-carbonyl)phenyl)-2,2-difluorocyclopropane-1-carboxamide N1(CCCCCC1)C1=C(C=CC(=C1)C(=O)N1CCN(CC1)CCC)C1C(C1C(=O)N)(F)F